C(CCCCCCCCC)C1=CC=C(C=C1)OC1=CC=C(C=C1)CCCCCCCCCC monodecylphenyl ether